5-aminophenyl-10,15,20-trisulfophenyl-porphyrin tert-butyl-(4S)-4-[3-amino-3-(4-bromo-2-pyridyl)propyl]-2,2-dimethyl-pyrrolidine-1-carboxylate C(C)(C)(C)C1C(N(C[C@H]1CCC(C1=NC=CC(=C1)Br)N)C(=O)O)(C)C.NC=1C=CC=C(C1)C=1C(=C2NC1C=C1C=CC(=N1)C(=C1C=CC(N1)=C(C=1C=CC(N1)=C2S(=O)(=O)O)S(=O)(=O)O)S(=O)(=O)O)C2=CC=CC=C2